C(#N)C1=C(SC=C1C1=CC=C(C=C1)Cl)NC(=O)NCCCCN1CCCC1 1-[3-cyano-4-(4-chlorophenyl)thiophen-2-yl]-3-[4-(pyrrolidin-1-yl)butyl]urea